4-fluoro-7-methyl-N-(2-methyl-5-(4-methylpiperazin-1-yl)phenyl)-1H-indole FC1=C2C=CN(C2=C(C=C1)C)C1=C(C=CC(=C1)N1CCN(CC1)C)C